BrC=1N(C2=CC(=CC=C2C1C)C1=CC(=NC(=C1)C)C)C(=O)OC(C)(C)C tert-butyl 2-bromo-6-(2,6-dimethyl-4-pyridyl)-3-methyl-indole-1-carboxylate